7-((4-(1H-benzo[d]imidazol-1-yl)pyrimidin-2-yl)amino)-3-acetyl-4-morpholinyl-2H-benzopyran-2-one N1(C=NC2=C1C=CC=C2)C2=NC(=NC=C2)NC2=CC1=C(C(=C(C(O1)=O)C(C)=O)N1CCOCC1)C=C2